{2-[4-chloro-1-(prop-2-yl)-1H-pyrazol-5-yl]-4-fluorophenoxy}pyrimidine ClC=1C=NN(C1C1=C(OC2=NC=CC=N2)C=CC(=C1)F)C(C)C